(1S,3aR,6aS)-2-(2-oxo-2-((1,1,1-trifluoro-2-methylpropan-2-yl)amino)acetyl)-N-((S)-1-oxo-3-((S)-2-oxopiperidin-3-yl)propan-2-yl)octahydrocyclopenta[c]pyrrole-1-carboxamide O=C(C(=O)N1[C@@H]([C@@H]2[C@H](C1)CCC2)C(=O)N[C@H](C=O)C[C@H]2C(NCCC2)=O)NC(C(F)(F)F)(C)C